ClC1=CC=C(C=C1)N1N=C2C(=N1)C=CC(=C2)N 2-(4-chloro-phenyl)-2H-benzotriazole-5-ylamine